titanium s-butoxide CCC(C)O.CCC(C)O.CCC(C)O.CCC(C)O.[Ti]